C1=NC=CC2=CC=CC(=C12)SC=1C=CC=2C(=NC=C(N2)N2CCC(CC2)(N)C)N1 1-(6-(isoquinolin-8-ylthio)pyrido[2,3-b]pyrazin-2-yl)-4-methylpiperidin-4-amine